di(pentadecan-8-yl) 5-(ethylamino)nonanedioate C(C)NC(CCCC(=O)OC(CCCCCCC)CCCCCCC)CCCC(=O)OC(CCCCCCC)CCCCCCC